BrC=1C(=CC(=C(C1)NS(=O)(=O)C)C1CC1)OC1=C(C=C(C=C1)F)F N-(5-bromo-2-cyclopropyl-4-(2,4-difluorophenoxy)phenyl)methanesulfonamide